ClC=1C(=NC=CC1SC=1N=CC(=NC1)N1CCC(CC1)(C)CNC(OC(C)(C)C)=O)C1CCNCC1 tert-butyl ((1-(5-((3-chloro-2-(piperidin-4-yl)pyridin-4-yl)thio)pyrazin-2-yl)-4-methylpiperidin-4-yl)methyl)carbamate